N(=[N+]=[N-])C\C=C(/CBr)\C1=CC(=CC(=C1)C)C (Z)-1-(4-azido-1-bromobut-2-en-2-yl)-3,5-dimethylbenzene